1-(4-(2-aminoethyl)piperazin-1-yl)-2-(2,3-difluoro-6-(2-morpholinothiazol-4-yl)phenoxy)ethan-1-one hydrochloride Cl.NCCN1CCN(CC1)C(COC1=C(C(=CC=C1C=1N=C(SC1)N1CCOCC1)F)F)=O